C(CCCC)(=O)OCC=CCOC(CCCC)=O but-2-ene-1,4-diyl bis(pentanoate)